N1=CC=CC2=C(C=CC=C12)COC1=C(C=O)C=CN=C1 (quinolin-5-ylmethoxy)isonicotinaldehyde